FC1([C@@H](C1)C(=O)N1CCC2(CN(C(N2CC2=CC(=CC=C2)OC)=O)C2=NC=C(C(=N2)OC)C=2C=NNC2)CC1)F (S)-8-(2,2-difluorocyclopropylcarbonyl)-3-(4-methoxy-5-(1H-pyrazol-4-yl)pyrimidin-2-yl)-1-(3-methoxybenzyl)-1,3,8-triazaspiro[4.5]decan-2-one